BrC1=C(C=NN(C1=O)C)N[C@@H]1C[C@@H](CN(C1)C)C1=CC=C(C=C1)CN1CCC(CC1)OC=1C=CC(=C(C1)C1C(NC(CC1)=O)=O)F 3-[5-[[1-[[4-[(3R,5R)-5-[(5-bromo-1-methyl-6-oxo-pyridazin-4-yl)amino]-1-methyl-3-piperidyl]phenyl]methyl]-4-piperidyl]oxy]-2-fluoro-phenyl]piperidine-2,6-dione